COC1=CC=C(CSC2=CC=3N(C=C2)N=CN3)C=C1 7-((4-methoxybenzyl)thio)-[1,2,4]triazolo[1,5-a]pyridine